4-fluoro-1-indenone FC1=C2C=CC(C2=CC=C1)=O